3-((3-isopropoxy-3-oxopropyl)amino)-6-(thiazol-5-yl)benzo[e][1,2,4]triazine-1,4-dioxide C(C)(C)OC(CCNC=1N=[N+](C2=C([N+]1[O-])C=C(C=C2)C2=CN=CS2)[O-])=O